ClC=1C=CC(=C(C1)C1=CC2=C(OCCN2)C=N1)F 7-(5-chloro-2-fluorophenyl)-1H,2H,3H-pyrido[3,4-b][1,4]oxazine